CC(CCO)CCC1=CC=CC=C1 3-METHYL-5-PHENYL-1-PENTANOL